C(C)(C)(C)C1=CC=C(C=C1)C=C(C=C(C#N)C#N)C trans-2-[3-(4-tertbutylphenyl)-2-methylprop-2-enylidene]malononitrile